CC1(N(C(CCC1)(C)C)CC)C 2,2,6,6-tetramethyl-N-ethylpiperidine